CC1=NOC(=C1C1=CC=C2C=3N([C@H](COC31)C3=NC=CC=C3)C(=N2)N2CCN(CCC2)C(=O)OC(C)(C)C)C tert-butyl 4-[(4S)-7-(3,5-dimethylisoxazol-4-yl)-4-pyridin-2-yl-4,5-dihydroimidazo[1,5,4-de][1,4]benzoxazin-2-yl]-1,4-diazepane-1-carboxylate